2-amino-5-bromobenzonitrile NC1=C(C#N)C=C(C=C1)Br